3-(4-isopropoxymethylbenzyl)-1-(4-fluorophenylmethyl)-1-(1-methylpiperidin-4-yl)urea C(C)(C)OCC1=CC=C(CNC(N(C2CCN(CC2)C)CC2=CC=C(C=C2)F)=O)C=C1